ClC1=NNC2=CC=C(C(=C12)CC(=O)N1[C@H](C2=CC=CC(=C2C[C@@H]1CO)C(C)(C)O)C)Cl 2-(3,5-dichloro-indazol-4-yl)-1-[(1S,3R)-3-(hydroxymethyl)-5-(1-hydroxy-1-methylethyl)-1-methyl-3,4-dihydro-1H-isoquinolin-2-yl]ethanone